2-(4-(2-bromoacetyl)phenyl)pyrrolidine-1-carboxylic acid tert-butyl ester C(C)(C)(C)OC(=O)N1C(CCC1)C1=CC=C(C=C1)C(CBr)=O